rac-5-(((1R,2S)-2-fluorocyclopropyl)methoxy)-1,3,4-thiadiazol-2-amine F[C@@H]1[C@H](C1)COC1=NN=C(S1)N |r|